BrC1=CN=C2N1C=C(C=C2)C(=O)NC2=CC=C(C=C2)Cl 3-bromo-N-(4-chlorophenyl)imidazo[1,2-a]pyridine-6-carboxamide